1-(4-(3-(Pyridin-2-yl)phenyl)Piperidin-1-yl)ethanone N1=C(C=CC=C1)C=1C=C(C=CC1)C1CCN(CC1)C(C)=O